C12CN(CC2C1)C=1C=C(C=NC1)C=1N=NN(C1)CC=1N=C2N(C=C(C=C2)CNCC23CC(C2)(C3)F)C1 1-(2-((4-(5-(3-azabicyclo[3.1.0]hex-3-yl)pyridin-3-yl)-1H-1,2,3-triazol-1-yl)methyl)imidazo[1,2-a]pyridin-6-yl)-N-((3-fluorobicyclo[1.1.1]pentan-1-yl)methyl)methylamine